C1(CC1)C(C(=O)N)CCC(C)C cyclopropyl-5-methylhexanamide